(S)-2-(1-(((R)-2,2-dimethyl-1,3-dioxan-4-yl) methyl)-6-fluoro-5-nitro-1H-indol-2-yl)-2-methylpropionate CC1(OCC[C@@H](O1)CN1C(=CC2=CC(=C(C=C12)F)[N+](=O)[O-])C(C(=O)[O-])(C)C)C